2-(perfluorononyl)ethanol FC(C(C(C(C(C(C(C(C(F)(F)F)(F)F)(F)F)(F)F)(F)F)(F)F)(F)F)(F)F)(CCO)F